3-{2-[(3S)-2,6-Dioxopiperidin-3-yl]-1-oxo-2,3-dihydro-1H-isoindol-5-yl}isoquinolin O=C1NC(CC[C@@H]1N1C(C2=CC=C(C=C2C1)C=1N=CC2=CC=CC=C2C1)=O)=O